N-(4-chlorophenyl)-1-(3-(furan-2-yl)benzoyl)-5-methoxypiperidine-3-carboxamide ClC1=CC=C(C=C1)NC(=O)C1CN(CC(C1)OC)C(C1=CC(=CC=C1)C=1OC=CC1)=O